O1CC(CC1)NC1=CC=C(C=C1)NC1=NC2=CC=CC=C2C=N1 2-((4-((tetrahydrofuran-3-yl)amino)phenyl)amino)quinazolin